C1(CC1)C#CC#CC1=CC=C(CNC(=O)[C@H]2C[C@H](CN2)NC(=O)[C@H]2N(C[C@H](C2)F)C(=O)OC(C)(C)C)C=C1 tert-Butyl (2S,4S)-2-(((3R,5R)-5-((4-(cyclopropylbuta-1,3-diyn-1-yl)benzyl)carbamoyl)pyrrolidin-3-yl)carbamoyl)-4-fluoropyrrolidine-1-carboxylate